CCNC(C(CCCCC(C)(C)C)CCCCCC)=O N-(2-ethyl)hexyl-7,7-dimethyloctanamide